(R,E)-2-cyano-N-(1-(3,4-dimethoxyphenyl)ethyl)-3-(5-(2-(morpholinomethyl)phenyl)-1H-pyrrolo[2,3-b]pyridin-3-yl)acrylamide C(#N)/C(/C(=O)N[C@H](C)C1=CC(=C(C=C1)OC)OC)=C\C1=CNC2=NC=C(C=C21)C2=C(C=CC=C2)CN2CCOCC2